ethyl 1-(2-((tert-butoxycarbonyl)amino)ethyl)-5-(difluoromethyl)-1H-pyrazole-3-carboxylate C(C)(C)(C)OC(=O)NCCN1N=C(C=C1C(F)F)C(=O)OCC